C(#C)C1=NC(=C2C(=N1)N(N=C2)C(C)C)N2C[C@@H]1[C@H](C2)COC1 (3aR,6aS)-5-(6-Ethynyl-1-isopropyl-1H-pyrazolo[3,4-d]pyrimidin-4-yl)hexahydro-1H-furo[3,4-c]pyrrole